(6-methyl-7-oxo-6,7-dihydrothieno[2,3-c]pyridin-2-yl)boronic acid CN1C(C2=C(C=C1)C=C(S2)B(O)O)=O